SOC[C@@H](OS)COP(=O)([O-])OCC[N+](C)(C)C 1,2-dimercapto-sn-glycero-3-phosphocholine